C(C)(C)(C)OC(=O)O[C@@H]1[C@H]([C@H](N(C1)C(=O)OC(C)(C)C)CC1=CC=C(C=C1)OC)OC(NCCCCCN(C)C)=O tert-butyl (2R,3S,4S)-4-[(tert-butoxycarbonyl)oxy]-3-({[5-(dimethylamino)pentyl] carbamoyl}oxy)-2-[(4-methoxyphenyl)methyl]pyrrolidine-1-carboxylate